C(C1=CC=CC=C1)S(=O)(=O)NC1=C(C(=C(OC2=NC=CC=C2C2=NC(=NC=C2)N[C@@H]2CN(CCC2)C(=O)OC(C)(C)C)C=C1)C)F tert-butyl (3S)-3-[[4-[2-[4-(benzylsulfonylamino)-3-fluoro-2-methyl-phenoxy]-3-pyridyl]pyrimidin-2-yl]amino]piperidine-1-carboxylate